CN1C(=NC(=C1)C(F)(F)F)C=1C=C2CCC(C2=CC1)O 5-(1-Methyl-4-(trifluoromethyl)-1H-imidazol-2-yl)-2,3-dihydro-1H-inden-1-ol